2-[3-Cyano-4-(2-fluoro-phenoxy)phenyl]-7-hydroxythiazolo[5,4-d]pyrimidine C(#N)C=1C=C(C=CC1OC1=C(C=CC=C1)F)C=1SC=2N=CN=C(C2N1)O